C(C=C)(=O)OCCCCCCCCOP(=O)(O)O acryloyloxyoctyldihydrogenphosphate